C1(=CC=CC=C1)C1=C(C(=CC=C1)C1=CC=CC=C1)NC1=CC(=CC=C1)Cl N-([1,1':3',1''-terphenyl]-2'-yl)-3-chloroaniline